BrC1=C(C(=CC2=C(N(N=C12)C)C=1CCN(CC1)C(=O)OC(C)(C)C)[N+](=O)[O-])C(=O)C1=C(C=CC(=C1)F)Cl 2-methylpropan-2-yl 4-{7-bromo-6-[(2-chloro-5-fluorophenyl)carbonyl]-2-methyl-5-nitroindazol-3-yl}-1,2,3,6-tetrahydropyridine-1-carboxylate